ethyl-1,3-dimethoxy-2-fluoropropane-1,3-diol C(C)C(C(C(O)OC)F)(O)OC